BrC=1C=NC(=C(C(=O)NC2=CC(=NC=C2)S(N)(=O)=O)C1)N1CCC(CC1)(F)F 5-bromo-2-(4,4-difluoropiperidin-1-yl)-N-(2-sulfamoylpyridin-4-yl)nicotinamide